COC1=NC2=CC(=CC(=C2N=C1)C=1SC2=C(N1)C=CC1=C2CC(O1)CO)C (2-(2-methoxy-7-methylquinoxalin-5-yl)-7,8-dihydrobenzofuro[5,4-d]thiazol-7-yl)methanol